Kalium natrium tartrat C(=O)([O-])C(O)C(O)C(=O)[O-].[Na+].[K+]